3-cyclopropyl-1-(tetrahydro-2H-pyran-2-yl)-1H-indazol-5-amine C1(CC1)C1=NN(C2=CC=C(C=C12)N)C1OCCCC1